tri(pentadecyl)amine C(CCCCCCCCCCCCCC)N(CCCCCCCCCCCCCCC)CCCCCCCCCCCCCCC